4,5-dichloro-2-(hydroxy(1-(pyrrolidin-3-ylsulfonyl)piperidin-4-yl)methyl)phenol ClC1=CC(=C(C=C1Cl)O)C(C1CCN(CC1)S(=O)(=O)C1CNCC1)O